FC(COC1=CN=CS1)(F)F 5-(2,2,2-trifluoroethoxy)thiazole